CN(C)CC=1C(=NN(C1)C1=NC=NC=C1)C1=CC=CC=C1 4-(4-((dimethylamino)methyl)-3-phenyl-1H-pyrazol-1-yl)-pyrimidine